C(CC=C)N(C(C1=CC=C(C=C1)Cl)=O)C#N N-(but-3-en-1-yl)-4-chloro-N-cyanobenzamide